(Z)-N-(6-chloro-3-iodopyridin-2-yl)morpholin-3-imine ClC1=CC=C(C(=N1)\N=C\1/NCCOC1)I